((6-(5-fluoro-2-(((3-chloro-4-(4-methylpiperazin-1-yl)phenyl))amino)-6-cyclopropyl-7H-pyrrolo[2,3-d]pyrimidin-7-yl)pyridin-2-yl)imino)dimethyl-λ6-sulfanone FC1=C(N(C=2N=C(N=CC21)NC2=CC(=C(C=C2)N2CCN(CC2)C)Cl)C2=CC=CC(=N2)N=S(=O)(C)C)C2CC2